cis-(3-(1H-benzo[d]imidazol-1-yl)cyclobutyl)((S)-3-(5-fluoropyridin-3-yl)isoxazolidin-2-yl)methanone N1(C=NC2=C1C=CC=C2)[C@H]2C[C@H](C2)C(=O)N2OCC[C@H]2C=2C=NC=C(C2)F